O[C@@H](C(=O)N1CC2=C(C=C(C=C2CC1)C=1C=C2C(=NC1)NC=C2C)[C@H]2NCCC2)C=2C=NC=CC2 (R)-2-hydroxy-1-(6-(3-Methyl-1H-pyrrolo[2,3-b]pyridin-5-yl)-8-((S)-pyrrolidin-2-yl)-3,4-dihydroisoquinoline-2(1H)-yl)-2-(pyridin-3-yl)ethan-1-one